2,2,3,3,4,4,5,5,6,6,7,7,8,8,9,9,9-heptadecafluorononanoate FC(C(=O)[O-])(C(C(C(C(C(C(C(F)(F)F)(F)F)(F)F)(F)F)(F)F)(F)F)(F)F)F